5-(Benzyloxy)-1-(4-Chlorobenzyl)-2-(2-methylphenyl)-1H-Benzo[d]imidazole C(C1=CC=CC=C1)OC1=CC2=C(N(C(=N2)C2=C(C=CC=C2)C)CC2=CC=C(C=C2)Cl)C=C1